P(O)(O)O.C(C)C(CO)CCCC.C(C)C(CO)CCCC.C(C)C(CO)CCCC tri(2-ethylhexanol) phosphite